C[C@@H]1C[C@H](N(C1)C(=O)OC(C)(C)C)C(=O)O[C@@H](C)[C@@H](C(OCC(C1=CC=CC=C1)=O)=O)NC(=O)OCC1=CC=CC=C1 2-((2S,3S)-3-(((BENZYLOXY)CARBONYL) AMINO)-4-OXO-4-(2-OXO-2-PHENYLETHOXY) BUTAN-2-YL) 1-(TERT-BUTYL) (2S,4R)-4-METHYLPYRROLIDINE-1,2-DICARBOXYLATE